C(C1=CC=CC=C1)OC1=NC(=CC=C1C1=NN(C2=CC(=CC=C12)C=1CCN(CC1)C(=O)[C@@H]1[C@H](CN(CC1)C(=O)OC(C)(C)C)C)C)OCC1=CC=CC=C1 tert-butyl (3R,4S)-4-(4-(3-(2,6-bis(benzyloxy)pyridin-3-yl)-1-methyl-1H-indazol-6-yl)-1,2,3,6-tetrahydropyridine-1-carbonyl)-3-methylpiperidine-1-carboxylate